1-bromo-2,3-dichloro-5-(1,1-dimethylethyl)benzene BrC1=C(C(=CC(=C1)C(C)(C)C)Cl)Cl